OC1=CC=C(C=C1)C1C(OC=C1C1=CC=C(C=C1)O)=O 3,4-bis(4-hydroxy-phenyl)furan-2-one